C(=CCC)[Si](N[Si](C=CCC)(C)C)(C)C 1,3-dibutenyl-tetramethyl-disilazane